FC(N1N=C(C(=C1)C1=CN=C2N1C=CN=C2NC2=CC(=C(C(=O)NCCNC(=O)[C@H]1NCCC1)C=C2)CC)C(F)(F)F)F (2S)-N-[2-[[4-[[3-[1-(difluoromethyl)-3-(trifluoromethyl)pyrazol-4-yl]imidazo[1,2-a]pyrazin-8-yl]amino]-2-ethylbenzoyl]amino]ethyl]pyrrolidine-2-carboxamide